rac-cis-3-methyl-4-(4-(trifluoromethoxy)phenyl)piperidine C[C@@H]1CNCC[C@@H]1C1=CC=C(C=C1)OC(F)(F)F |r|